N1C=C(C=2C1=NC=CC2)C=2N=C(SC2)C=2C=C(C=CC2)[C@]2(CCC1=CC=NC=C12)O (S)-7-(3-(4-(1H-pyrrolo[2,3-b]pyridin-3-yl)thiazol-2-yl)phenyl)-6,7-dihydro-5H-cyclopenta[d]pyridin-7-ol